4-(4-trifluoromethylphenyl)methylene-2,6-di-tert-butyl-2,5-cyclohexadien-1-one rubidium-lithium cesium salt [Cs].[Li].[Rb].FC(C1=CC=C(C=C1)C=C1C=C(C(C(=C1)C(C)(C)C)=O)C(C)(C)C)(F)F